4-cyclobutyl-5-oxo-4,5-dihydro-1H-1,2,4-triazole C1(CCC1)N1C=NNC1=O